C(CCCCCCCC)(=O)[O-] n-Nonanoat